N-(2,3-difluorophenyl)-6-(2-phenylimidazo[1,2-a]pyridin-6-yl)quinazolin-4-amine FC1=C(C=CC=C1F)NC1=NC=NC2=CC=C(C=C12)C=1C=CC=2N(C1)C=C(N2)C2=CC=CC=C2